[Si](C)(C)(C(C)(C)C)OCCC[C@@]1(N(CCC1=C)C(=O)OC(C)(C)C)C(=O)OCC 1-(tert-butyl) 2-ethyl (S)-2-(3-((tert-butyldimethylsilyl)oxy)propyl)-3-methylenepyrrolidine-1,2-dicarboxylate